C(CCCCCCCCCCCCCCC)C1=C(C=CC=C1)S(=O)(=O)O palmitylbenzenesulfonic acid